N-(2-fluoro-5-((2-(piperidin-1-yl)ethyl)carbamoyl)phenyl)-6-(1-methyl-1H-pyrazol-4-yl)pyrazolo[1,5-a]pyrazine-3-carboxamide FC1=C(C=C(C=C1)C(NCCN1CCCCC1)=O)NC(=O)C=1C=NN2C1C=NC(=C2)C=2C=NN(C2)C